ethyl 3-((S)-1-benzamido-3-methylbutyl)-4,5-dihydroisoxazole-5-carboxylate C(C1=CC=CC=C1)(=O)N[C@@H](CC(C)C)C1=NOC(C1)C(=O)OCC